COC(=O)C1=NC(=C(C(=C1Cl)N)F)C1=CC=C2C=CN(C2=C1F)C(C(C)(C)C)=O Methyl-4-amino-3-chloro-6-[1-(2,2-dimethylpropanoyl)-7-fluoro-1H-indol-6-yl]-5-fluoropyridin-2-carboxylate